(R)-2-methyl-N-(2-methyl-4-(N-(1-(1-(oxetan-3-yl)piperidin-4-yl)ethyl)sulfamoyl)phenyl)benzamide CC1=C(C(=O)NC2=C(C=C(C=C2)S(N[C@H](C)C2CCN(CC2)C2COC2)(=O)=O)C)C=CC=C1